1-(2,2,2-trifluoroethyl)pyrrolidin-3-ol FC(CN1CC(CC1)O)(F)F